ClC=1N=C2C(=NC1)NC=C2C2=NC(=C(C(=N2)N[C@@H]2[C@H](C1CCC2CC1)C(=O)OCC)F)C=1SC(=CC1)Cl (2S,3S)-ethyl 3-((2-(2-chloro-5H-pyrrolo[2,3-b]pyrazin-7-yl)-6-(5-chlorothiophen-2-yl)-5-fluoropyrimidin-4-yl)amino)bicyclo[2.2.2]octane-2-carboxylate